O=C1NC(CCC1N1C(C2=CC=C(C=C2C1=O)NS(=O)(=O)C=1SC=CC1)=O)=O N-(2-(2,6-dioxo-piperidin-3-yl)-1,3-dioxoisoindolin-5-yl)thiophene-2-sulfonamide